(2R,3S)-2-[(2-[123I]iodophenoxy)phenylmethyl]-N-tert-butoxycarbonyl-morpholine [123I]C1=C(OC([C@H]2CN(CCO2)C(=O)OC(C)(C)C)C2=CC=CC=C2)C=CC=C1